COC1=C(C=CC=C1)C1=C(C(=O)NC=2SC(=NN2)C#CCOC2=CC=CC=C2)C=CN=C1 3-(2-methoxyphenyl)-N-(5-(3-phenoxyprop-1-yn-1-yl)-1,3,4-thiadiazol-2-yl)isonicotinamide